4-[(4-isocyanatocyclohexyl)methyl]-2-methylcyclohexane N(=C=O)C1CCC(CC1)CC1CC(CCC1)C